propyldimethylbutoxysilane C(CC)[Si](OCCCC)(C)C